[C@@H]1([C@H](O)[C@@H](O)[C@H](O)[C@H](O1)CO)OC(/C=C/C1(C(=CC(CC1(C)C)=O)C)O)C 4-[(1E)-3-(β-D-glucopyranosyloxy)-1-buten-1-yl]-4-hydroxy-3,5,5-trimethyl-2-cyclohexen-1-one